N-(4-cyano-1-(7-(8-ethynyl-7-fluoro-3-hydroxynaphthalen-1-yl)-8-fluoro-2-(((R)-1-methylpiperidin-2-yl)methoxy)pyrido[4,3-d]pyrimidin-4-yl)-4-methylazepan-3-yl)-N-methylacrylamide C(#N)C1(C(CN(CCC1)C=1C2=C(N=C(N1)OC[C@@H]1N(CCCC1)C)C(=C(N=C2)C2=CC(=CC1=CC=C(C(=C21)C#C)F)O)F)N(C(C=C)=O)C)C